4-((3-fluoropyridin-2-yl)thio)-6-(5-methyl-1-((1s,4s)-4-methyl-4-(methylamino)cyclohexyl)-1H-pyrazol-4-yl)pyrazolo[1,5-a]pyridine-3-carbonitrile FC=1C(=NC=CC1)SC=1C=2N(C=C(C1)C=1C=NN(C1C)C1CCC(CC1)(NC)C)N=CC2C#N